(2S,3S,4R,5R)-2-(bis(4-methoxyphenyl)(phenyl)methoxy)-4-methoxy-5-(6-(N-methylbenzamido)-9H-purin-9-yl)tetrahydrofuran-3-yl (2-cyanoethyl) diisopropylphosphoramidite C(C)(C)N(P(O[C@@H]1[C@H](O[C@H]([C@@H]1OC)N1C2=NC=NC(=C2N=C1)N(C(C1=CC=CC=C1)=O)C)OC(C1=CC=CC=C1)(C1=CC=C(C=C1)OC)C1=CC=C(C=C1)OC)OCCC#N)C(C)C